N-[1-(3-pyrimidin-2-ylpyrazin-2-yl)ethyl]-3-(trifluoromethyl)-5-(trifluoromethylsulfonyl)benzamide N1=C(N=CC=C1)C=1C(=NC=CN1)C(C)NC(C1=CC(=CC(=C1)S(=O)(=O)C(F)(F)F)C(F)(F)F)=O